delta-heptanlactone C1(CCC(CCC)O1)=O